C(C)(C)N1N=CC=2C1=NC(=NC2NC=2N=CN(C2)C2=CC(=C(C(=C2)OC)OC)OC)C(C)CCNC 1-isopropyl-6-(4-(methylamino)butan-2-yl)-N-(1-(3,4,5-trimethoxyphenyl)-1H-imidazol-4-yl)-1H-pyrazolo[3,4-d]pyrimidin-4-amine